N[C@@H](CCCCNN([C@@H](C)C(=O)O)C)C(=O)O Nε-Lysino-N-methyl-alanine